C(C)(=O)N1C(/C(/NC(C1)=O)=C/C=1N=C(NC1C1CC1)C(CC)C1NCCOC1)=O (Z)-1-acetyl-3-((5-cyclopropyl-1-(3-morpholinyl)propyl-imidazol-4-yl)methylene)piperazine-2,5-dione